(1,3-Bis(2,4,6-trimethylphenyl)-2-imidazolidinylidene)dichloro(3-phenyl-1H-inden-1-ylidene)(triphenylphosphine) ruthenium [Ru].CC1=C(C(=CC(=C1)C)C)N1C(N(CC1)C1=C(C=C(C=C1C)C)C)=C1C(C(=C(C=C1)P(C1=CC=CC=C1)(C1=CC=CC=C1)=C1C=C(C2=CC=CC=C12)C1=CC=CC=C1)Cl)Cl